2-(2-chloro-8-(difluoromethoxy)quinolin-5-yl)-2-(3,5-dichloropyridin-4-yl)ethan-1-one ClC1=NC2=C(C=CC(=C2C=C1)C(C=O)C1=C(C=NC=C1Cl)Cl)OC(F)F